C(C)C=1CNC2=C(C3=C(C=C2N1)OCC[C@@H]1N(C3)C(CN(C1)C=1C=CC(=NC1)C(=O)NC)=O)F (S)-5-(10-ethyl-13-fluoro-l-1-oxo-1,2,4,4a,5,6,11,14-octahydro-3H,12H-pyrazino[1',2':5,6][1,5]oxazocino[2,3-g]quinoxalin-3-yl)-N-methylpicolinamide